N-(5-Cyclopropyl-1H-pyrazol-3-yl)-2-[4-[(dimethylamino)methyl]-2-azabicyclo[2.1.1]hexan-2-yl]pyrimidin-4-amine C1(CC1)C1=CC(=NN1)NC1=NC(=NC=C1)N1C2CC(C1)(C2)CN(C)C